OC(CCCOC1=C(C=CC=C1)C1=CC=CC=C1)CC 4-hydroxyhexoxybiphenyl